P(=O)(OC1=C(C(=C(C=C1)C)CCCCCCCCCCCC)CCCCCCCCCCCC)([O-])[O-] bis(dodecyl)p-tolyl phosphate